2-bromo-6-[(3-iodo-4-pyridyl)methoxy]pyridine BrC1=NC(=CC=C1)OCC1=C(C=NC=C1)I